1,3-diisobutyryloxypentanene C(C(C)C)(=O)OC=CC(CC)OC(C(C)C)=O